Butyl-4-[[2-[2-fluoro-5-hydroxy-4-(1-methylcyclopropyl)phenyl]acetyl]amino]pyridine-2-carboxamide C(CCC)C=1C(=NC=CC1NC(CC1=C(C=C(C(=C1)O)C1(CC1)C)F)=O)C(=O)N